BrC1=CC(=C(C=C1)SC)OCC (4-Bromo-2-ethoxyphenyl)(methyl)sulfane